O1C(=NN=C1)C=1C=C(CN2CCN(CC2)C(=O)N2N=C(C=C2)C(=O)OC(C)(C)C)C=CC1C(F)(F)F tert-butyl 1-(4-(3-(1,3,4-oxadiazol-2-yl)-4-(trifluoromethyl) benzyl) piperazine-1-carbonyl)-1H-pyrazole-3-carboxylate